Butyl-4,4-di-(tert-butylperoxy)valerat C(CCC)OC(CCC(C)(OOC(C)(C)C)OOC(C)(C)C)=O